5-(8-fluoro-[1,2,4]triazolo[1,5-a]pyridin-6-yl)-N-(cis-3-methoxycyclobutyl)-7H-pyrrolo[2,3-d]pyrimidin-2-amine FC=1C=2N(C=C(C1)C1=CNC=3N=C(N=CC31)N[C@@H]3C[C@@H](C3)OC)N=CN2